3-[(tert-butoxycarbonyl)amino]propanamido-1-methylimidazole-2-carboxylic acid C(C)(C)(C)OC(=O)NCCC(=O)NC=1N=C(N(C1)C)C(=O)O